CC(=C)C1=CC=C(C=C1)C α,4-dimethylstyrene